1,2,5,7-tetraazabenzo[c]azulene-5,7-dicarboxylate N1N=CC=C2N(C=C3N(C=CC=CC231)C(=O)[O-])C(=O)[O-]